NC(CCCCCCCC(=O)OCC)=O ethyl 9-amino-9-keto-nonanoate